S1C(=NC=2C=NC=CC21)N thiazolo[4,5-c]pyridin-2-ylamine